C(CCCCCCC\C=C/CCCCCCCC)(=O)OCC(COC(CCCCCCC\C=C/CCCCCCCC)=O)(COC(CCCCCCC\C=C/CCCCCCCC)=O)COC(CCN1CCOCC1)=O 2-(((3-Morpholinopropanoyl)oxy)methyl)-2-((oleoyloxy)methyl)propane-1,3-diyl dioleate